C(C1=CC=CC=C1)OC1=CC(=C(C=C1)B(O)O)F 4-BENZYLOXY-2-FLUOROPHENYLBORONIC ACID